ClC=1C=C(NC2(CCC3([C@H](CC4=CC=CC=C34)C[C@H](COC3=C4C(=NC=C3)NC=C4)C)CC2)C(=O)O)C=CC1 (1r,2'S,4S)-4-(3-chloroanilino)-2'-{(2R)-2-methyl-3-[(1H-pyrrolo[2,3-b]pyridin-4-yl)oxy]propyl}-2',3'-dihydrospiro[cyclohexane-1,1'-indene]-4-carboxylic acid